FC1=CC=C(C=C1)C#CC1=CC=C(C=C1)CCC 1-fluoro-4-((4-propylphenyl)ethynyl)benzene